5-oxo-6-(4-phenoxybenzamido)octahydroindolizine-3-carboxamide O=C1N2C(CCC2CCC1NC(C1=CC=C(C=C1)OC1=CC=CC=C1)=O)C(=O)N